FC(C1=NC=CC(=C1)C1CNCCO1)(F)F 2-(2-(trifluoromethyl)-pyridin-4-yl)morpholine